ClC1=C(C=C(C=C1F)CCC(=O)NC1=C(C(=NN1)C1=CC=NC=C1)C)F 3-(4-Chloro-3,5-difluorophenyl)-N-(4-methyl-3-(pyridin-4-yl)-1H-pyrazol-5-yl)propanamide